6-bromo-2-tosyl-2,3-dihydroisoquinolin-4(1H)-one BrC=1C=C2C(CN(CC2=CC1)S(=O)(=O)C1=CC=C(C)C=C1)=O